C(C1=CC=CC=C1)OC(=O)NCCCC(=O)NC=1C=C(C=CC1O)C[C@@H](CC(C(=O)OC(C)(C)C)C)NC(=O)OC(C)(C)C (4R)-tert-butyl 5-(3-(4-(((benzyloxy) carbonyl) amino) butanamido)-4-hydroxyphenyl)-4-((tert-butoxycarbonyl) amino)-2-methylpentanoate